7-(8-ethylnaphthalen-1-yl)-2-((hexahydro-1H-pyrrolizin-7a-yl)methoxy)-5,6,7,8-tetrahydropyrido[3,4-d]pyrimidin-4-yl 4-methylbenzenesulfonate CC1=CC=C(C=C1)S(=O)(=O)OC=1C2=C(N=C(N1)OCC13CCCN3CCC1)CN(CC2)C2=CC=CC1=CC=CC(=C21)CC